NC1=C2C(=C3C(=N1)C=C(N3)C(=O)N([C@@H]3COCC1=CC(=CC=C31)C=3C=NC=CC3)C)COC2 (S)-5-amino-N-methyl-N-(7-(pyridin-3-yl)isochroman-4-yl)-6,8-dihydro-1H-furo[3,4-d]pyrrolo[3,2-b]pyridine-2-carboxamide